2-(3,5-dimethyl-1H-pyrazol-4-yl)-N-(1-(2-ethoxyethyl)-3-(pyridin-2-yl)-1H-pyrazol-4-yl)thiazole-4-carboxamide CC1=NNC(=C1C=1SC=C(N1)C(=O)NC=1C(=NN(C1)CCOCC)C1=NC=CC=C1)C